C(C)O[Si](CCCCCCCC[SiH2]C(N(C)C)N(C)C)(OCC)OCC 1-triethoxysilyl-8-bis(dimethylamino)methylsilyloctane